2,4,6-tris(2-hydroxy-4-isooctyloxycarbonyl-isopropenyloxyphenyl)-s-triazine OC1=C(C=CC(=C1OC(=C)C)C(=O)OCCCCCC(C)C)C1=NC(=NC(=N1)C1=C(C(=C(C=C1)C(=O)OCCCCCC(C)C)OC(=C)C)O)C1=C(C(=C(C=C1)C(=O)OCCCCCC(C)C)OC(=C)C)O